N-((3-nitro-4-(((2,3,4,5,6-pentahydroxycyclohexyl)methyl)amino)phenyl)sulfonyl)benzamide [N+](=O)([O-])C=1C=C(C=CC1NCC1C(C(C(C(C1O)O)O)O)O)S(=O)(=O)NC(C1=CC=CC=C1)=O